tert-butyl (2-chloro-5-(trifluoromethyl)pyridin-3-yl)(methyl)carbamate ClC1=NC=C(C=C1N(C(OC(C)(C)C)=O)C)C(F)(F)F